bis-thienopyrrolidone S1(C=CC2=C1C1=C(N2)SC=C1)=O